1-phenylpiperidine-4-carboxylic acid ethyl ester C(C)OC(=O)C1CCN(CC1)C1=CC=CC=C1